FC(C=1C=C(CNC2=NSC3=C2C=CC=C3)C=CC1)(F)F N-(3-(trifluoromethyl)benzyl)benzo[d]isothiazol-3-amine